1,9-dimethyl-3-(2-(quinolin-4-yl)vinyl)-9H-pyrido[3,4-b]Indole CC1=NC(=CC2=C1N(C1=CC=CC=C21)C)C=CC2=CC=NC1=CC=CC=C21